FC=1C=C(C=CC1N1[C@H]2CN(C[C@H]2C1)C1=C(C=C(C=C1)B1OC(C(O1)(C)C)(C)C)F)C1C(NC(CC1)=O)=O 3-(3-Fluoro-4-((1S,5R)-3-(2-fluoro-4-(4,4,5,5-tetramethyl-1,3,2-dioxaborolan-2-yl)phenyl)-3,6-diazabicyclo[3.2.0]heptan-6-yl)phenyl)piperidine-2,6-dione